[4-[2-[(6R)-7-oxa-4-azaspiro[2.5]octan-6-yl]-3H-imidazo[4,5-b]pyridin-7-yl]-1-piperidyl]-[4-(trifluoromethoxy)phenyl]methanone C1CC12NC[C@@H](OC2)C2=NC=1C(=NC=CC1C1CCN(CC1)C(=O)C1=CC=C(C=C1)OC(F)(F)F)N2